C1(=CC=CC=C1)C1=C(N=C2N1COC1=C2C=CN=C1)C1=CC=C(CN2CCC(CC2)NC2=NC(=NC=C2)C#N)C=C1 4-((1-(4-(3-Phenyl-5H-imidazo[1,2-c]pyrido[4,3-e][1,3]oxazin-2-yl)benzyl)piperidin-4-yl)amino)pyrimidine-2-carbonitrile